FC(C(C(C(C(F)(F)F)(F)F)(F)F)(C(F)(F)F)F)(F)F perfluoro(2-methylpentane)